ClC1=NC=CC(=N1)C1=CC(=CC=C1)[N+](=O)[O-] 2-chloro-4-(3-nitrophenyl)pyrimidine